The molecule is a trihydroxyflavanone that is (2S)-flavanone substituted by a lavandulyl group at position 8, hydroxy groups at positions 5, 7 and 4' and a methoxy group at position 2'. Isolated from the roots of Sophora flavescens and Sophora leachiana, it exhibits antineoplastic and antimalarial activity. It has a role as a metabolite, an antineoplastic agent and an antimalarial. It is a monomethoxyflavanone, a trihydroxyflavanone and a member of 4'-hydroxyflavanones. It derives from a (2S)-flavanone. CC(=CC[C@H](CC1=C2C(=C(C=C1O)O)C(=O)C[C@H](O2)C3=C(C=C(C=C3)O)OC)C(=C)C)C